1-((S)-1-(5-fluoro-3-methylbenzofuran-2-yl)-2-methylpropyl)-3-((S)-1-(methylsulfonyl)piperidin-3-yl)urea FC=1C=CC2=C(C(=C(O2)[C@H](C(C)C)NC(=O)N[C@@H]2CN(CCC2)S(=O)(=O)C)C)C1